C(C=C(C)CCC=C(C)CCC=C(C)C)OCC=C(C)CCC=C(C)CCC=C(C)C Difarnesyl Ether